C(C)SCCCC#N 4-(ethylthio)-butyronitrile